6-Chloro-8-(3-phenyl-isoxazol-5-yl)-9-(2,2,2-trifluoro-ethyl)-9H-pyrido[3,4-b]indole ClC=1C=C2C3=C(N(C2=C(C1)C1=CC(=NO1)C1=CC=CC=C1)CC(F)(F)F)C=NC=C3